5-bromo-3-methyl-2-[3-(1-methyl-3-piperidyl)pyrido[2,3-b]pyrazin-6-yl]phenol BrC=1C=C(C(=C(C1)O)C=1C=CC=2C(=NC(=CN2)C2CN(CCC2)C)N1)C